C=CC1=C(CCCCCCCCCCCCCC)O1 (6Z,9Z,3R,4S)-3,4-epoxy-octadecadiene